NC1(CN(CC1)C(C=C)=O)C1=C(C2=C(N=CN=C2N)N1C)C1=CC=C(C=C1)OC1=NC(=CC=C1)C 1-(3-amino-3-(4-amino-7-methyl-5-(4-((6-methylpyridin-2-yl)oxy)phenyl)-7H-pyrrolo[2,3-d]pyrimidin-6-yl)pyrrolidin-1-yl)prop-2-en-1-one